Trimethyl-2-methyl-2-hydroxyethylammonium hydroxide [OH-].C[N+](CC(O)C)(C)C